perfluoro-n-hexacosane FC(C(C(C(C(C(C(C(C(C(C(C(C(C(C(C(C(C(C(C(C(C(C(C(C(C(F)(F)F)(F)F)(F)F)(F)F)(F)F)(F)F)(F)F)(F)F)(F)F)(F)F)(F)F)(F)F)(F)F)(F)F)(F)F)(F)F)(F)F)(F)F)(F)F)(F)F)(F)F)(F)F)(F)F)(F)F)(F)F)(F)F